ClC=1CN(C(=CC1OCC1=NC=C(C=C1F)F)C)C1=CC(=NC=C1C)N1CC(=CC=C1)C(C)(CC)O 3''-chloro-4''-((3,5-difluoropyridine-2-yl)methoxy)-3-(2-hydroxybutane-2-yl)-5',6''-dimethyl-2H,2''H-[1,2':4',1''-terpyridine]